(R)-2-(tert-butyl)pyrrolidine 2-Ethyloctylacrylat C(C)C(COC(C=C)=O)CCCCCC.C(C)(C)(C)[C@@H]1NCCC1